FC1=C2CCC(N(C2=CC=C1C1=NN(C=C1COC1CN(C1)C(=O)OC(C)(C)C)COCC[Si](C)(C)C)C)=O tert-Butyl 3-[[3-(5-fluoro-1-methyl-2-oxo-3,4-dihydroquinolin-6-yl)-1-(2-trimethylsilylethoxymethyl)pyrazol-4-yl]methoxyl]azetidine-1-carboxylate